NC1=CC(=NC=2N1N=C(C2CC)C)NCCC2=NC(=CC=C2)OCCOC 7-amino-3-ethyl-5-((2-(6-(2-methoxyethoxy)pyridin-2-yl)ethyl)amino)-2-methylpyrazolo[1,5-a]pyrimidine